CC(C(=O)N1C2CCC1C1=C(OC2)C=CC=C1)(C)C 2,2-dimethyl-1-(3,4,5,6-tetrahydro-2H-3,6-epiminobenzo[b]oxocin-11-yl)propan-1-one